FC=1C(=NC(=NC1)N1CCC(CC1)C(=O)N1OCC[C@H]1C1=NC(=CN=C1)C)C(=O)N 5-Fluoro-2-[4-[(3S)-3-(6-methylpyrazin-2-yl)isoxazolidine-2-carbonyl]-1-piperidyl]pyrimidine-4-carboxamide